O1C=NC(=C1)C=O Oxazol-4-carboxaldehyd